ClCC=1C(=C(C=CC1)S(=O)(=O)N(C)C)OCC1CCN(CC1)S(=O)(=O)C (Chloromethyl)-N,N-dimethyl-2-((1-(methylsulfonyl)piperidin-4-yl)methoxy)benzenesulfonamide